C(C)(C)(C)OC(=O)NC(C(=O)O)CCN(CCCCC1=NC=2NCCCC2C=C1)CCC(C)(C)O 2-(tert-butoxycarbonylamino)-4-[(3-hydroxy-3-methyl-butyl)-[4-(5,6,7,8-tetrahydro-1,8-naphthyridin-2-yl)butyl]amino]butanoic acid